5-(4-methoxy-3-methyl-phenyl)oxazole COC1=C(C=C(C=C1)C1=CN=CO1)C